C(C)(C)(C)OC(=O)C1=C(C=CC=C1)[P+](C1=CC=CC=C1)(C1=CC=CC=C1)C tert-butoxycarbonyl-(methyl)triphenylphosphonium